N-(4'-trifluoromethylphenyl)-5-methylisoxazole-4-carboxamide FC(C1=CC=C(C=C1)NC(=O)C=1C=NOC1C)(F)F